COC(=O)C1CN(CC(C1)C1=CC=CC=C1)C=1C=C(OC(C(=O)N2CCNCC2)(C)C)C=CC1 4-(2-{3-[3-(methoxycarbonyl)-5-phenylpiperidin-1-yl]phenoxy}-2-methylpropanoyl)piperazine